C(CCOCCOCCOCCOCCOCCC(=O)ON1C(CCC1=O)=O)(=O)OCC1=CC=CC=C1 1-Benzyl 19-(2,5-dioxopyrrolidin-1-yl) 4,7,10,13,16-pentaoxanonadecane-1,19-dioate